(3aR,5s,6aS)-2-(((S)-tetrahydro-2H-pyran-3-yl)methyl-d2)-N-(6-(2-(trifluoromethyl)pyridin-3-yl)pyridazin-3-yl)octahydrocyclopenta[c]pyrrol-5-amine O1C[C@@H](CCC1)C(N1C[C@@H]2[C@H](C1)CC(C2)NC=2N=NC(=CC2)C=2C(=NC=CC2)C(F)(F)F)([2H])[2H]